6-(2,4-dimethoxypyrimidin-5-yl)-3-methyl-4-(3-(trifluoromethyl)pyrrolidin-1-yl)pyridazine COC1=NC=C(C(=N1)OC)C1=CC(=C(N=N1)C)N1CC(CC1)C(F)(F)F